uracil-5-carboxylate N1C(=O)NC(=O)C(=C1)C(=O)[O-]